FC1(OC2=C(O1)C=CC(=C2)C(C(C)NC)=O)F 1-(2,2-difluorobenzo[d][1,3]dioxol-5-yl)-2-(methylamino)propan-1-one